C(C)C1=CC=C(C=C1)/C=C/C(=O)C1=CC=C(C=C1)C(F)(F)F (E)-3-(4-ethylphenyl)-1-(4-(trifluoromethyl)phenyl)prop-2-en-1-one